2,2'-diphenyl-4,5,4',5'-tetraphenyl-1,2'-biimidazole C1(=CC=CC=C1)C=1N(C(=C(N1)C1=CC=CC=C1)C1=CC=CC=C1)C1(N=C(C(=N1)C1=CC=CC=C1)C1=CC=CC=C1)C1=CC=CC=C1